1,1'-binaphthalene-2,2-diylbis(diphenylphosphane) C=1(C(CC=C2C=CC=CC12)(P(C1=CC=CC=C1)C1=CC=CC=C1)P(C1=CC=CC=C1)C1=CC=CC=C1)C1=CC=CC2=CC=CC=C12